(S)-N-(amino(2-(2-hydroxypropan-2-yl)thiazol-5-yl)(oxo)-λ6-sulfaneylidene)-2-(4,6-diisopropyl-1,3-dihydro-isobenzofuran-5-yl)acetamide N[S@@](=NC(CC=1C(=C2COCC2=CC1C(C)C)C(C)C)=O)(=O)C1=CN=C(S1)C(C)(C)O